N-(tert-butyl)-3-((2-((4-(4-((2-(2,6-dioxopiperidin-3-yl)-4-fluoro-1-oxoisoindolin-5-yl)methyl)piperazin-1-yl)phenyl)amino)-5-methylpyrimidin-4-yl)amino)benzenesulfonamide C(C)(C)(C)NS(=O)(=O)C1=CC(=CC=C1)NC1=NC(=NC=C1C)NC1=CC=C(C=C1)N1CCN(CC1)CC=1C(=C2CN(C(C2=CC1)=O)C1C(NC(CC1)=O)=O)F